5-phenylpiperidine C1(=CC=CC=C1)C1CCCNC1